6-((4-(((S)-2-hydroxy-1-phenylethyl)amino)-5-(1,3,4-oxadiazol-2-yl)pyridin-2-yl)amino)-3-methylisochromane-1,4-dione OC[C@H](C1=CC=CC=C1)NC1=CC(=NC=C1C=1OC=NN1)NC=1C=C2C(C(OC(C2=CC1)=O)C)=O